4-(9-oxo-9H-thioXanthene-2-yl)thiophenyl-9-oxo-9H-thioxanthen-2-ylphenylsulfonium O=C1C2=CC=CC=C2SC=2C=CC(=CC12)SC1=CC=C(C=C1)[S+](C1=CC=CC=C1)C1=CC=2C(C3=CC=CC=C3SC2C=C1)=O